tert-butyl (1-(4-(cyclopropanesulfonamido)pyridin-2-yl)-3-methoxypropyl)carbamate C1(CC1)S(=O)(=O)NC1=CC(=NC=C1)C(CCOC)NC(OC(C)(C)C)=O